diisopropoxyl-titanium bis(ethyl acetoacetate) C(C)CC(CC(=O)[O-])=O.C(C)CC(CC(=O)[O-])=O.O(C(C)C)[Ti+2]OC(C)C